N-[2-[[5-[5-[chloro(difluoro)methyl]-1,2,4-oxadiazol-3-yl]pyrimidin-2-yl]amino]-2-phenylethyl]-acetamide O-methyl-cytidine-5'-triphosphate P(O)(=O)(OP(=O)(O)OP(=O)(O)O)OC[C@@H]1[C@H]([C@H]([C@@H](O1)N1C(=O)N=C(N)C=C1)OC)O.ClC(C1=NC(=NO1)C=1C=NC(=NC1)NC(CNC(C)=O)C1=CC=CC=C1)(F)F